6-chloro-4-((4,5-dimethyl-2-(oxetan-3-yl)-4,5-dihydro-2H-[1,2,3]triazolo[4,5-c]quinolin-6-yl)amino)-N-(methyl-d3)pyridazine-3-carboxamide ClC1=CC(=C(N=N1)C(=O)NC([2H])([2H])[2H])NC1=CC=CC=2C=3C(C(N(C12)C)C)=NN(N3)C3COC3